CNC=1C=C(C=CC1[N+](=O)[O-])C=1CCN(CC1)C(=O)OC(C)(C)C tert-butyl 4-(3-(methylamino)-4-nitrophenyl)-3,6-dihydropyridine-1(2H)-carboxylate